BrC1=CC=C(C2=C1C=CO2)C 4-bromo-7-methyl-1-benzofuran